[C@H]1(CC=CCC1)C(=O)O (s)-cyclohex-3-ene-1-carboxylic acid